FC=1C(=NC=C(C1)F)CNC(=O)C1=CN=C(S1)N1CCC(CC1)N1C[C@@H](CCC1)C(F)(F)F N-[(3,5-difluoropyridin-2-yl)methyl]-2-[(3R)-3-(trifluoromethyl)[1,4'-bipiperidin]-1'-yl]-1,3-thiazole-5-carboxamide